C1(=CC=CC=C1)P(C1=CC=CC=C1)[C-]1C=CC=C1.[C-]1(C=CC=C1)P(C1=CC=CC=C1)C1=CC=CC=C1.[Fe+2] Bis(diphenyl-phosphino)ferrocene